3-bromo-5-((3-bromo-5-(trifluoromethyl)phenyl)difluoromethyl)benzoic acid BrC=1C=C(C(=O)O)C=C(C1)C(F)(F)C1=CC(=CC(=C1)C(F)(F)F)Br